CC=1C=C(C=NC1)N1N=CC(=C1C(F)(F)F)C(=O)N 1-(5-methylpyridin-3-yl)-5-(trifluoromethyl)-1H-pyrazole-4-carboxamide